3-((6-((2S,6R)-2,6-Dimethylmorpholino)imidazo[1,2-b]pyridazin-3-yl)ethynyl)-N-(4-((4-methylpiperazin-1-yl)methyl)-3-(trifluoromethyl)phenyl)benzamide C[C@@H]1O[C@@H](CN(C1)C=1C=CC=2N(N1)C(=CN2)C#CC=2C=C(C(=O)NC1=CC(=C(C=C1)CN1CCN(CC1)C)C(F)(F)F)C=CC2)C